3-(3-methacryloxy-2-hydroxypropoxy)propylsilane (tris(methacryloxy) methacrylate) C(C(=C)C)(=O)OC(C(C(=O)O)=C)(OC(C(=C)C)=O)OC(C(=C)C)=O.C(C(=C)C)(=O)OCC(COCCC[SiH3])O